3,4,5-trichloro-2-(piperidin-4-yl)phenol ClC=1C(=C(C=C(C1Cl)Cl)O)C1CCNCC1